BrC1=CC=C(C=C1)C1=C(C=C(C(=C1)C1=CC=CC=C1)C12CC3CC(CC(C1)C3)C2)C2=CC=CC=C2 4-bromo-4'-adamantyl-2',5'-diphenylbiphenyl